C(CCCCCCC)OCOCC/C=C/CC[Mg]Cl (3E)-6-(octyloxymethoxy)-3-hexenylmagnesium chloride